CC1=C(C=C(C=C1)C=1C=NC=CC1)NC(=O)N1C2CCC1CC2 N-[2-methyl-5-(3-pyridinyl)phenyl]-7-azabicyclo[2.2.1]heptane-7-carboxamide